2-(6-(5-chloro-1-((6-(3-fluoro-5-methoxyphenyl) pyridazin-3-yl)methyl)-1H-indazole-7-carboxamido)spiro[3.3]heptan-2-yl)ethyl acetate C(C)(=O)OCCC1CC2(C1)CC(C2)NC(=O)C=2C=C(C=C1C=NN(C21)CC=2N=NC(=CC2)C2=CC(=CC(=C2)OC)F)Cl